C1(=CC=C(C2=CC=CC=C12)C(=O)[O-])C(=O)[O-].[Zn+2].NCC(=O)N1CCC(CC1)O 2-amino-1-(4-hydroxypiperidin-1-yl)ethan-1-one zinc 1,4-naphthalenedicarboxylate